CC(CC(C)(C)CCN=C=O)CN=C=O trimethyl-1,6-hexamethylene diisocyanate